2-pentyl-cyclobutanone tert-butyl-(S)-4-(1-((6-methoxy-2-methylpyrazolo[1,5-a]pyridin-5-yl)carbamoyl)-2,3-dihydro-1H-pyrrolo[2,3-b]pyridin-4-yl)-2-methylpiperazine-1-carboxylate C(C)(C)(C)OC(=O)N1[C@H](CN(CC1)C1=C2C(=NC=C1)N(CC2)C(NC2=CC=1N(C=C2OC)N=C(C1)C)=O)C.C(CCCC)C1C(CC1)=O